CC1=C2CN(C(C2=CC=C1)=O)C1CCC(CC1)C(=O)Cl 4-(4-methyl-1-oxo-isoindolin-2-yl)cyclohexanecarbonyl chloride